C(C#CCCCCC)[C@H]1[C@@H](C1)CO trans-(2-oct-2-yn-1-ylcyclopropyl)methanol